2-(4-(2-(tert-butyl)phenyl)piperazin-1-yl)-2-oxoacetic acid C(C)(C)(C)C1=C(C=CC=C1)N1CCN(CC1)C(C(=O)O)=O